4-(2,4-dichlorophenyl)-6-[(1,3-dioxoisoindolin-2-yl)methyl]-2-methyl-pyridine-3-carboxamide ClC1=C(C=CC(=C1)Cl)C1=C(C(=NC(=C1)CN1C(C2=CC=CC=C2C1=O)=O)C)C(=O)N